3-(1-{4-[3-chloro-5-(4-trifluoromethyl-pyrimidin-2-yl)-phenyl]-5-cyano-2H-[1,2,3]triazol-2-yl}-ethoxycarbonyloxy)-2,2-dimethyl-propionic acid ClC=1C=C(C=C(C1)C1=NC=CC(=N1)C(F)(F)F)C1=NN(N=C1C#N)C(C)OC(=O)OCC(C(=O)O)(C)C